5-amino-N-(3-chloro-4-fluorophenyl)-3-(2-(4-fluorophenyl)-3',3a',4',5',6',6a'-hexahydro-1'H,4H-spiro[oxazole-5,2'-pentalene]-5'-yl)-1-methyl-1H-pyrazole-4-carboxamide NC1=C(C(=NN1C)C1CC2CC3(CC2C1)CN=C(O3)C3=CC=C(C=C3)F)C(=O)NC3=CC(=C(C=C3)F)Cl